N-[4-[2-(6-aminohexyl)phenyl]-5-[3-(3,3,3-trifluoro-2,2-dimethyl-propoxy)pyrazol-1-yl]-2-pyridyl]-6-fluoro-pyridine-2-sulfonamide NCCCCCCC1=C(C=CC=C1)C1=CC(=NC=C1N1N=C(C=C1)OCC(C(F)(F)F)(C)C)NS(=O)(=O)C1=NC(=CC=C1)F